C1(=CC=CC=2OC3=C(C21)C=CC=C3)C3=C(C=CC=2C1=CC=CC=C1C(C32)(C)C)N dibenzofuran-1-yl-9,9-dimethyl-9H-fluoren-2-amine